C(C)(C)C=1C(=CC2=C(N(C(N2)=O)C2CCC(CC2)NCC2CCOCC2)C1)C=1C=C(C=2N(C1)N=CN2)OC 6-isopropyl-5-(8-methoxy-[1,2,4]triazolo[1,5-a]pyridin-6-yl)-1-((1S,4S)-4-(((tetrahydro-2H-pyran-4-yl)methyl)amino)cyclohexyl)-1,3-dihydro-2H-benzo[d]imidazol-2-one